N12C(COC2CC1)C(=O)O 4-oxa-1-azabicyclo[3.2.0]heptane-2-carboxylic acid